B(O)(O)CCC=1C(=C(C(=O)O)C(=CC1)OC1CN(C1)C([C@H](NC)CC(N)=O)=O)O 3-(2-Boronoethyl)-2-hydroxy-6-{[1-(N-methyl-D-asparaginoyl)azetidin-3-yl]oxy}benzoic acid